C(C1=CC=CC=C1)OC1=C(N(C=CC1=O)NC(=O)OC(C)(C)C)C(=O)NC[C@H]1N(C(CC1)=O)CC(OC)OC 3-(benzyloxy)-1-[(tert-butoxycarbonyl)amino]-N-[[(2S)-1-(2,2-dimethoxyethyl)-5-oxopyrrolidin-2-yl]methyl]-4-oxopyridine-2-carboxamide